O=C(CCNC(CCCCCCC)=O)C N-(3-oxobutyl)octanamide